NCC(C(C)(F)F)(O)C1=NC(=C(C(=C1)C(C)(C)O)F)C1=CC=C(C=C1)F 1-amino-3,3-difluoro-2-(5-fluoro-6-(4-fluorophenyl)-4-(2-hydroxypropan-2-yl)pyridin-2-yl)butan-2-ol